Cl.Cl.FC1CN(CC1OC)C1(CNC1)C 3-Fluoro-4-methoxy-1-(3-methylazetidin-3-yl)pyrrolidine dihydrochloride